2,5-dichloro-4-(2-fluorophenyl)pyrimidine ClC1=NC=C(C(=N1)C1=C(C=CC=C1)F)Cl